2-(5-chloro-2-fluorophenyl)-6-(1H-pyrazolo[4,3-c]pyridin-1-yl)-9H-purine ClC=1C=CC(=C(C1)C1=NC(=C2N=CNC2=N1)N1N=CC=2C=NC=CC21)F